C(C)(C)(C)OC(=O)N1CCN(CC1)CC=1NC2=CC=CC=C2C1 4-((1H-indol-2-yl)-methyl)piperazine-1-carboxylic acid tert-butyl ester